4-(1-(3-(1-(4-methoxybenzyl)-1H-imidazol-4-yl)pyridin-2-yl)piperidin-4-yl)morpholine COC1=CC=C(CN2C=NC(=C2)C=2C(=NC=CC2)N2CCC(CC2)N2CCOCC2)C=C1